C[C@]12CCC(=O)C=C1CC[C@@H]3[C@@H]2[C@H](C[C@]4([C@H]3CCC4=O)C)O 11-beta-hydroxyandrostenedione